ClC1=C(C=CC=C1NC(=O)C=1SC=2CNCCC2N1)C1=CC=CC=C1 N-(2-Chlorobiphenyl-3-yl)-4,5,6,7-tetrahydro[1,3]thiazolo[5,4-c]pyridin-2-carboxamid